N[C@@H](CCCNC(N)=N)C(=O)C([C@H](N)C(=O)O)CC(N)=O 3-L-arginyl-L-glutamine